N-(15-tetracosenoyl)taurine C(CCCCCCCCCCCCCC=CCCCCCCCC)(=O)NCCS(=O)(=O)O